ClC1=CC(=CC(=N1)N1CCN(CC1)S(=O)(=O)C=1C=CC(=NC1)N)C(F)(F)F 5-[4-[6-Chloro-4-(trifluoromethyl)-2-pyridyl]piperazin-1-yl]sulfonylpyridin-2-amine